tert-butyl-(4S)-4-[(1R)-1-hydroxytetratriacontyl]-2,2-dimethyl-oxazolidine C(C)(C)(C)N1C(OC[C@H]1[C@@H](CCCCCCCCCCCCCCCCCCCCCCCCCCCCCCCCC)O)(C)C